2-[1-(2,2-difluoroethyl)-1H-pyrazolo[3,4-b]pyrazin-6-yl]-7-[2-(trifluoromethyl)pyridin-4-yl]-2,7-diazaspiro[4.4]nonane FC(CN1N=CC=2C1=NC(=CN2)N2CC1(CC2)CN(CC1)C1=CC(=NC=C1)C(F)(F)F)F